2-(((S)-1-(1H-tetrazol-1-yl)propan-2-yl)oxy)-4-(2-((3-(3-hydroxy-3-methylbutoxy)-1-((1r,4r)-4-morpholinocyclohexyl)-1H-pyrazol-4-yl)amino)pyrimidin-5-yl)benzonitrile N1(N=NN=C1)C[C@H](C)OC1=C(C#N)C=CC(=C1)C=1C=NC(=NC1)NC=1C(=NN(C1)C1CCC(CC1)N1CCOCC1)OCCC(C)(C)O